ClC1=NC(=CN=C1)O[C@@H]1[C@H](CN(CC1)C)F 2-chloro-6-(((3S,4S)-3-fluoro-1-methylpiperidin-4-yl)oxy)pyrazine